5-((4-(benzylamino)-5-(trifluoromethyl)pyrimidin-2-yl)amino)benzo[c][1,2]oxaborol-1(3H)-ol C(C1=CC=CC=C1)NC1=NC(=NC=C1C(F)(F)F)NC1=CC2=C(B(OC2)O)C=C1